3-amino-N-(5-(3-(3,3-dimethylbutoxy)phenyl)-4-(2-(trifluoromethyl)phenyl)thiazol-2-yl)benzenesulfonamide NC=1C=C(C=CC1)S(=O)(=O)NC=1SC(=C(N1)C1=C(C=CC=C1)C(F)(F)F)C1=CC(=CC=C1)OCCC(C)(C)C